4-((4-methoxyphenyl)amino)furan-2(5H)-one COC1=CC=C(C=C1)NC1=CC(OC1)=O